(4-fluoro-3-methyl-phenyl)-3-tetrahydropyran-4-yl-quinolin-7-ol FC1=C(C=C(C=C1)C1=NC2=CC(=CC=C2C=C1C1CCOCC1)O)C